(2S,6R)-6-(5-methyl-2,4-dioxo-3,4-dihydropyrimidin-1(2H)-yl)-4-tritylmorpholine CC=1C(NC(N(C1)[C@@H]1OCCN(C1)C(C1=CC=CC=C1)(C1=CC=CC=C1)C1=CC=CC=C1)=O)=O